Cl.COC1=NC(=NC(=N1)NC=1C(=NC=CC1)[N+](=O)[O-])C1N(C=CC=C1)N (4-methoxy-6-((2-nitropyridin-3-yl)amino)-1,3,5-triazin-2-yl)pyridin-1-amine hydrochloride